1-{2-[1-(Benzyloxycarbonylamino)-2,2-dicyclopropylethyl]-1H-imidazo[4,5-b]pyridin-5-yl}-4,4-difluorocyclohexanecarboxylic acid C(C1=CC=CC=C1)OC(=O)NC(C(C1CC1)C1CC1)C=1NC=2C(=NC(=CC2)C2(CCC(CC2)(F)F)C(=O)O)N1